N-(3,6-dimethylpyridin-2-yl)-4-(5-ethoxypyridin-2-yl)thiazol-2-amine CC=1C(=NC(=CC1)C)NC=1SC=C(N1)C1=NC=C(C=C1)OCC